2-((1,1-difluoropropan-2-yl)amino)-N-(5-(7-((4-methoxybenzyl)(methyl)amino)-1,6-naphthyridin-3-yl)-6-methylpyridin-3-yl)nicotinamide FC(C(C)NC1=C(C(=O)NC=2C=NC(=C(C2)C=2C=NC3=CC(=NC=C3C2)N(C)CC2=CC=C(C=C2)OC)C)C=CC=N1)F